ethyl 2-hydroxy-4-oxo-6,7,8,9-tetrahydro-4H-pyrido[1,2-a]pyrimidine-3-carboxylate OC=1N=C2N(C(C1C(=O)OCC)=O)CCCC2